rac-6-[(3aR,7aS)-2-[4-(trifluoromethyl)pyridin-2-yl]-octahydro-1H-pyrrolo[3,4-c]pyridine-5-carbonyl]-1-(oxetan-3-yl)-1H-indole FC(C1=CC(=NC=C1)N1C[C@@H]2CN(CC[C@@H]2C1)C(=O)C1=CC=C2C=CN(C2=C1)C1COC1)(F)F |r|